(9R,14S)-14-tert-Butoxycarbonylamino-5-methoxycarbonylamino-8,16-diaza-tricyclo[13.3.1.02,7]nonadeca-1(19),2(7),3,5,15,17-hexaene-9-carboxylic acid ethyl ester C(C)OC(=O)[C@@H]1NC=2C=C(C=CC2C=2C=CN=C([C@H](CCCC1)NC(=O)OC(C)(C)C)C2)NC(=O)OC